tert-butyl (2S,5S)-2-[(methanesulfonyloxy)methyl]-5-methylpyrrolidine-1-carboxylate CS(=O)(=O)OC[C@H]1N([C@H](CC1)C)C(=O)OC(C)(C)C